3-bromo-5-(tert-Butylsulfonyl)pyrazolo[1,5-a]pyridine BrC=1C=NN2C1C=C(C=C2)S(=O)(=O)C(C)(C)C